The molecule is a member of the class of 1-benzofurans which consists of 1-benzofuran substituted by methoxy groups at positions 4 and 6, a prenyl group at position 5 and a 2,4-dihydroxyphenyl group at position 2. It has been isolated from Glycyrrhiza uralensis. It has a role as an antibacterial agent and a plant metabolite. It is a member of 1-benzofurans, an aromatic ether and a member of resorcinols. It derives from a hydride of a 1-benzofuran. CC(=CCC1=C(C=C2C(=C1OC)C=C(O2)C3=C(C=C(C=C3)O)O)OC)C